(1R,2S,3R,5R)-3-[4-amino-5-(4-benzyl-1,3-thiazol-2-yl)pyrrolo[2,3-d]pyrimidin-7-yl]-5-(1,2,5,6-tetrahydropyridin-3-yl)cyclopentane-1,2-diol NC=1C2=C(N=CN1)N(C=C2C=2SC=C(N2)CC2=CC=CC=C2)[C@H]2[C@@H]([C@@H]([C@H](C2)C=2CNCCC2)O)O